(R)-1-(3,4-dimethyl-2-(p-tolyl)-2H-pyrazolo[3,4-d]pyridazin-7-yl)-N-(1-methylpyrrolidin-3-yl)piperidine-4-carboxamide CC=1N(N=C2C(=NN=C(C21)C)N2CCC(CC2)C(=O)N[C@H]2CN(CC2)C)C2=CC=C(C=C2)C